3-[(2,2-difluoroethyl)amino]-N-[(1s,4s)-4-{[2-(difluoromethyl)imidazo[1,2-a]pyridin-5-yl]amino}cyclohexyl]pyrazolo[1,5-a]pyridine-2-carboxamide FC(CNC=1C(=NN2C1C=CC=C2)C(=O)NC2CCC(CC2)NC2=CC=CC=1N2C=C(N1)C(F)F)F